COC=1C=C2C(=CN(C2=CC1)C)C=1CNCCC1 5-Methoxy-1-methyl-3-(1,2,5,6-tetrahydropyridin-3-yl)indole